N-tert-butyl-6-(3,5-difluoroanilino)-3-methoxy-1-oxo-pyridin-1-ium-2-carboxamide C(C)(C)(C)NC(=O)C1[N+](C(=CC=C1OC)NC1=CC(=CC(=C1)F)F)=O